3-phenylpropen-3-ide C1(=CC=CC=C1)[CH-]C=C